O1C=NC=C1C=1C=C(C=NC1)C(CC(=O)O)N1N=CC2=CC(=CC=C12)OCCC1=NC=2NCCCC2C=C1 3-(5-(Oxazol-5-yl)pyridin-3-yl)-3-(5-(2-(5,6,7,8-tetrahydro-1,8-naphthyridin-2-yl)ethoxy)-1H-indazol-1-yl)propanoic acid